FC1=C(C=CC=C1)[C@H]1CCC=2N1N=C(N2)C(=O)N[C@@H]2C(N(C=1N(CC2)N=C(C1)C)C)=O (5R)-5-(2-fluorophenyl)-N-[(6S)-2,4-dimethyl-5-oxo-7,8-dihydro-6H-pyrazolo[1,5-a][1,3]diazepin-6-yl]-6,7-dihydro-5H-pyrrolo[1,2-b][1,2,4]triazole-2-carboxamide